OC1=C(C=C(C(=C1)N(C)C)C)N1N=C2C(=N1)C=CC(=C2)C 2-(2-hydroxy-4-dimethylamino-5-methylphenyl)-5-methyl-2H-benzotriazole